OC1=NC=CC(=C1)C1=CC=2C(N(CC3(C2N1)CN(CCC3)C(=O)[O-])CC3=C(C=C(C=C3OC)OC)OC)=O 2'-(2-hydroxypyridin-4-yl)-4'-oxo-5'-(2,4,6-trimethoxybenzyl)-1',4',5',6'-tetrahydrospiro[piperidine-3,7'-pyrrolo[3,2-c]pyridine]-1-carboxylate